N1N=CC(=C1)/C=C/C1=CC=2C(=NC(=CN2)OC2CCNCC2)N=C1 (E)-7-(2-(1H-pyrazol-4-yl)vinyl)-3-(piperidin-4-yloxy)pyrido[2,3-b]pyrazine